ClC1=C(C=C(C=C1)[C@H]([C@H]1O[C@H]([C@@H]([C@@]1(O)C)O)N1C=CC2=C1N=CN=C2C)O)C (2R,3S,4R,5R)-2-[(R)-(4-chloro-3-methyl-phenyl)-hydroxy-methyl]-3-methyl-5-(4-methylpyrrolo[2,3-d]pyrimidin-7-yl)tetrahydrofuran-3,4-diol